9-oxo-1-oxa-4-azaspiro[5.5]undec-7-ene-8-carbonitrile O=C1C(=CC2(CNCCO2)CC1)C#N